O=C1N(CCC(N1)=O)N1C(C2=CC=C(C=C2C1=O)CN1CCC(=CC1)C1=CC=CC2=C(C=CC=C12)F)=O 2-(2,4-Dioxotetrahydropyrimidin-1(2H)-yl)-5-((4-(5-fluoronaphthalen-1-yl)-3,6-dihydropyridin-1(2H)-yl)methyl)isoindoline-1,3-dione